tert-Butyl 7-bromo-1,2,3,4-tetrahydroquinoxaline-1-carboxylate BrC1=CC=C2NCCN(C2=C1)C(=O)OC(C)(C)C